2,4,6-Trihydroxytoluene OC1=C(C)C(=CC(=C1)O)O